4-((3-(4-(((1S,4S)-4-(6-oxa-2-azaspiro[3.5]nonan-2-yl)cyclohexyl)amino)-1-(2,2,2-trifluoroethyl)-1H-indol-2-yl)prop-2-yn-1-yl)amino)-3-methoxy-N-methylbenzamide C1N(CC12COCCC2)C2CCC(CC2)NC2=C1C=C(N(C1=CC=C2)CC(F)(F)F)C#CCNC2=C(C=C(C(=O)NC)C=C2)OC